(R)-1-(3-((4-(2-hydroxy-4-methylphenyl)phthalazin-1-yl)amino)piperidin-1-yl)prop-2-en-1-one OC1=C(C=CC(=C1)C)C1=NN=C(C2=CC=CC=C12)N[C@H]1CN(CCC1)C(C=C)=O